CC1=C(OC2=C(C=C(C=C2C1=O)C)[C@@H](C)NC1=C(C(=O)OC(C)(C)C)C=CC=C1)C1=CC=C(C=C1)CC=1C=NN(C1)C tert-butyl 2-[[(1R)-1-[3,6-dimethyl-2-[4-[(1-methylpyrazol-4-yl) methyl]phenyl]-4-oxo-chromen-8-yl]ethyl]amino]benzoate